2-Fluoro-4-methoxybenzenesulfonyl chloride FC1=C(C=CC(=C1)OC)S(=O)(=O)Cl